2,4-dibromo-5-hydroxybenzaldehyde BrC1=C(C=O)C=C(C(=C1)Br)O